(S)-3-((S)-2-(2-((2-fluorophenyl)amino)-2-oxoacetamido)-4-methylpentanamido)-2-oxo-4-((S)-2-oxopiperidin-3-yl)butyl 3-methylbutanoate CC(CC(=O)OCC([C@H](C[C@H]1C(NCCC1)=O)NC([C@H](CC(C)C)NC(C(=O)NC1=C(C=CC=C1)F)=O)=O)=O)C